F[C@@H]1[C@@H](C(C2=C1N(N=C2C(F)(F)F)CC2=CC=C(C=C2)OC)=O)O cis-6-fluoro-5-hydroxy-1-[(4-methoxyphenyl)methyl]-3-(trifluoromethyl)-5,6-dihydro-cyclopenta[c]pyrazol-4-one